2,4-difluoro-N-(2-methoxy-5-(9-methyl-6-(piperazin-1-yl)-9H-purin-8-yl)pyridin-3-yl)benzenesulfonamide trifluoroacetate salt FC(C(=O)O)(F)F.FC1=C(C=CC(=C1)F)S(=O)(=O)NC=1C(=NC=C(C1)C=1N(C2=NC=NC(=C2N1)N1CCNCC1)C)OC